C1(=CC=CC2=CC=CC(=C12)O)O naphthalene-1,8-diol